CC(CCCCCCCCC#C)=O dodeca-11-yn-2-one